5-(3-(cyclopropylamino)pyrrolidin-1-yl)-N-(7-(difluoromethyl)-2-methylimidazo[1,2-a]pyridin-6-yl)pyrazine-2-carboxamide C1(CC1)NC1CN(CC1)C=1N=CC(=NC1)C(=O)NC=1C(=CC=2N(C1)C=C(N2)C)C(F)F